Ethyl-6'-(bis(4-methoxybenzyl)amino)-6-chloro-3-fluoro-4'-methyl-4-(3-(2,2,2-trichloroacetyl)Ureido)-3'-(trifluoromethyl)-[2,2'-bipyridine]-5-carboxylate C(C)OC(=O)C=1C(=C(C(=NC1Cl)C1=NC(=CC(=C1C(F)(F)F)C)N(CC1=CC=C(C=C1)OC)CC1=CC=C(C=C1)OC)F)NC(=O)NC(C(Cl)(Cl)Cl)=O